F[C@@H]1C2(OCCO2)CCN(C1)C1=NC=CC(=N1)NC=1N=CC2=C(C=CC(=C2C1)C(C)C)N1CC(C1)CS(=O)(=O)C N-{2-[(6S)-6-fluoro-1,4-dioxa-8-azaspiro[4.5]decan-8-yl]pyrimidin-4-yl}-8-[3-(methanesulfonylmeth-yl)azetidin-1-yl]-5-(propan-2-yl)isoquinolin-3-amine